CN1N=C(C(=C1O[C@@H]1[C@@H](COC1)N)C=1C=C2C(=C(N1)C)N(N=C2C=C)C2OCCCC2)C (3R,4R)-4-((1,3-dimethyl-4-(7-methyl-1-(tetrahydro-2H-pyran-2-yl)-3-vinyl-1H-pyrazolo[3,4-c]pyridin-5-yl)-1H-pyrazol-5-yl)oxy)tetrahydrofuran-3-amine